N-(4-amino-6-methyl-5-(quinolin-3-yl)-8,9-dihydro-[1,2,4]triazino[1,6-a]indol-8-yl)acrylamide tert-Butyl-(2-((1,3-dioxoisoindolin-2-yl)oxy)ethyl)carbamate C(C)(C)(C)N(C(O)=O)CCON1C(C2=CC=CC=C2C1=O)=O.NC1=NC=NN2C1=C(C=1C(=CC(CC21)NC(C=C)=O)C)C=2C=NC1=CC=CC=C1C2